1-tert-butyl 2-methyl (2S,3R)-3-methyl-3-[3-(4,4,5,5-tetramethyl-1,3,2-dioxaborolan-2-yl)propyl]pyrrolidine-1,2-dicarboxylate C[C@@]1([C@H](N(CC1)C(=O)OC(C)(C)C)C(=O)OC)CCCB1OC(C(O1)(C)C)(C)C